ethyl 4-(2-acetoxy-5-methoxyphenyl)-1-(3-(methoxycarbonyl)phenyl)-6-methyl-2-oxo-1,2,3,4-tetrahydropyrimidine-5-carboxylate C(C)(=O)OC1=C(C=C(C=C1)OC)C1NC(N(C(=C1C(=O)OCC)C)C1=CC(=CC=C1)C(=O)OC)=O